C(C)(=O)ON=C(C1=CC(=CC=C1)CC(C=1SC2=C(N1)C=CC=C2N(C)CCOC)NS(=O)(=O)C2=CC=CC=C2)N {Amino[3-(2-benzenesulfonamido-2-{7-[(2-methoxyethyl)(methyl)amino]-1,3-benzothiazol-2-yl}ethyl)phenyl]methylidene}amino acetate